7-amino-3-chloro-5-((2-(1-(2-hydroxyethyl)-1H-pyrazol-3-yl)ethyl)amino)-2-methyl-pyrazolo[1,5-a]pyrimidine-6-carbonitrile NC1=C(C(=NC=2N1N=C(C2Cl)C)NCCC2=NN(C=C2)CCO)C#N